O1CC[C@@H](C2=C1C=CC=C2)NC(=O)C2=C(C=1N(N=C2)C(=C(C1)C)C1=C(C(=CC(=C1)F)F)F)C(C)C N-[(4S)-3,4-dihydro-2H-1-benzopyran-4-yl]-6-methyl-4-(propan-2-yl)-7-(2,3,5-trifluorophenyl)pyrrolo[1,2-b]pyridazine-3-carboxamide